N-(5-iodoquinolin-8-yl)hept-4-enamide IC1=C2C=CC=NC2=C(C=C1)NC(CCC=CCC)=O